9-Acetyl-3,7-dimethyl-2-(6-(1-methyl-1H-pyrazol-4-yl)pyridin-3-yl)-4H-pyrido[1,2-a]pyrimidine C(C)(=O)C1=CC(=CN2C1=NC(=C(C2)C)C=2C=NC(=CC2)C=2C=NN(C2)C)C